OCCCCCCC(CC(CCCCCCCCO)C)CCCCCCO 1,1,5-tris(hydroxyhexyl)-3-methyl-pentane